C(C(=C)C)(=O)S(=O)C(C(=C)C)=O methacryloyl sulfoxide